3-(3,5-dimethylpyrazol-1-yl)piperidine CC1=NN(C(=C1)C)C1CNCCC1